bis-[4-(methanesulfonyloxy)-3-methyl-phenyl]urea CS(=O)(=O)OC1=C(C=C(C=C1)NC(NC1=CC(=C(C=C1)OS(=O)(=O)C)C)=O)C